(R)-(4-fluorophenyl)(8-methyl-3-(3-methyl-1,2,4-thiadiazol-5-yl)-1-(thiazol-4-yl)-5,6-dihydroimidazo[1,5-a]pyrazin-7(8H)-yl)methanone FC1=CC=C(C=C1)C(=O)N1[C@@H](C=2N(CC1)C(=NC2C=2N=CSC2)C2=NC(=NS2)C)C